FC(S(=O)(=O)[O-])(F)F.FC=1C=C(C=C(C1)F)[S+](C1=CC(=C(C(=C1)C)OC(C1=CC=CC=C1)=O)C)C1=CC(=CC(=C1)F)F [bis(3,5-difluorophenyl)](4-benzoyloxy-3,5-dimethylphenyl)sulfonium trifluoromethanesulfonate